N-((1H-benzo[d]imidazol-6-yl)methyl)-5-(2-(2-(benzyloxy)ethoxy)ethoxy)-N-(3-methoxybenzyl)pyridin-2-amine N1C=NC2=C1C=C(C=C2)CN(C2=NC=C(C=C2)OCCOCCOCC2=CC=CC=C2)CC2=CC(=CC=C2)OC